N-(2-Diethylaminoethyl)-succinamic acid 2,6-diisopropylphenyl ester C(C)(C)C1=C(C(=CC=C1)C(C)C)OC(CCC(=O)NCCN(CC)CC)=O